4-(3-chloro-4-(6-(1-methylcyclopropoxy)-9-((4-methylpyridin-2-yl)methyl)-9H-purin-8-yl)phenoxy)-2-methylbutan-2-ol ClC=1C=C(OCCC(C)(O)C)C=CC1C=1N(C2=NC=NC(=C2N1)OC1(CC1)C)CC1=NC=CC(=C1)C